C(C)(C)(C)OC([C@H](C)OC1=C(C=C(C(=C1)F)Cl)C1=NOCC1OCCCC)=O.ClCC=1C=NN(C1)CC1CC1 4-(Chloromethyl)-1-(cyclopropylmethyl)pyrazole tert-butyl-(2S)-2-[4-chloro-5-fluoro-2-(4-butoxy-4,5-dihydroisoxazol-3-yl)phenoxy]propanoate